Cl.BrCC1=C(C(=NN1C)CC)C=1C(=CC=C2C(=C(N(C12)CCCCNC)C(=O)OCC)CCCOC1=CC=CC2=CC(=CC=C12)F)Cl Ethyl 7-[5-(bromomethyl)-3-ethyl-1-methyl-1H-pyrazol-4-yl]-6-chloro-3-{3-[(6-fluoronaphthalen-1-yl)oxy]propyl}-1-[4-(methylamino)butyl]-1H-indole-2-carboxylate-hydrochloric Acid Salt